COC1=CC=C(CC=2C(=C3C(=C(C(=NC3=CC2)N)[N+](=O)[O-])N)CC2=CC=C(C=C2)OC)C=C1 (E)-bis(4-methoxybenzyl)-3-nitroquinoline-2,4-diamine